C1(CC1)C(=O)N1[C@H]([C@H](C(C1)(F)F)NS(=O)(=O)CC)CC=1C(=C(C=CC1)C1=C(C(=CC=C1)F)F)F N-{(2S,3R)-1-(cyclopropanecarbonyl)-4,4-difluoro-2-[(2,2',3'-trifluoro[1,1'-biphenyl]-3-yl)methyl]pyrrolidin-3-yl}ethanesulfonamide